C(C)C=1C(=CC=C2C=C(C=C(C12)C1=C(C=2N=C(N=C(C2C=N1)N1CCC(CCC1)=C)OC[C@]12CCCN2C[C@@H](C1)F)F)OCOC)F 7-(8-ethyl-7-fluoro-3-(methoxymethoxy)naphthalen-1-yl)-8-fluoro-2-(((2R,7aS)-2-fluorotetrahydro-1H-pyrrolizin-7a(5H)-yl)methoxy)-4-(4-methyleneazepan-1-yl)pyrido[4,3-d]pyrimidine